NCCNC(C(C(C(C(CO)O)O)O)O)=O N-(2-aminoethyl)-2,3,4,5,6-pentahydroxyhexanamide